5-(4-(1-(4-amino-5-methoxy-2-methylphenyl)piperidin-4-yl)piperazin-1-yl)-2-(2,6-dioxopiperidin-3-yl)-2,3-dihydro-1H-isoindole-1,3-dione NC1=CC(=C(C=C1OC)N1CCC(CC1)N1CCN(CC1)C=1C=C2C(N(C(C2=CC1)=O)C1C(NC(CC1)=O)=O)=O)C